NC1CCC(CC1)NS(=O)(=O)C N-((1R,4R)-4-aminocyclohexyl)methanesulfonamide